2-benzyl-3-(4-(3,4-dichlorophenyl)-5-(methylsulfonyl)thiazol-2-ylamino)propionic acid C(C1=CC=CC=C1)C(C(=O)O)CNC=1SC(=C(N1)C1=CC(=C(C=C1)Cl)Cl)S(=O)(=O)C